2-ethyl-6,8-difluoro-imidazo[1,2-a]pyrazin C(C)C=1N=C2N(C=C(N=C2F)F)C1